4-amino-1-(trifluoromethyl)cyclohexane-1-ol hydrochloride Cl.NC1CCC(CC1)(O)C(F)(F)F